thio-bis-(1,4-phenylene-bis-(4-methylphenyl)sulfonium) hexafluorophosphate F[P-](F)(F)(F)(F)F.S(C1=CC=C(C=C1)[S+](C1=CC=C(C=C1)C)C1=CC=C(C=C1)C)C1=CC=C(C=C1)[S+](C1=CC=C(C=C1)C)C1=CC=C(C=C1)C.F[P-](F)(F)(F)(F)F